N1(CCOCC1)C(=O)OC1=NSN=C1N1CCCCC1 4-(Piperidin-1-yl)-1,2,5-thiadiazol-3-yl morpholin-4-carboxylat